CN1N=C(C(=C1)CC(C)NC(C)=O)C N-[1-(1,3-dimethyl-1H-pyrazol-4-yl)propan-2-yl]acetamide